NC1=NC(=C2C(=N1)N(N=C2)CC2=CC(=C(C=C2)N)C)C=2C=C(C#N)C=CN2 2-(6-amino-1-(4-amino-3-methylbenzyl)-1H-pyrazolo[3,4-d]pyrimidine-4-yl)isonicotinonitrile